C(C)(C)(C)[Si](C)(C)OC=1C(=C2CC[C@@](OC2=C(C1C)C)(C)CC\C=C(\CCC1OC1(C)C)/C)C tert-butyl(((2R)-2-((E)-6-(3,3-dimethyloxiran-2-yl)-4-methylhex-3-en-1-yl)-2,5,7,8-tetramethylchroman-6-yl)oxy)dimethylsilane